2-chloro-1-oxido-pyridin ClC1=[N+](C=CC=C1)[O-]